COC1=CC=C(C=C1)CC(C)=O 1-(4-methoxyphenyl)propan-2-one